C(C)(=O)N1[C@@H](CCC1)C(=O)N[C@H](C1=CC=C(C=C1)C(C)C)C1=C(C=CC=C1)OC (2S)-1-acetyl-N-[(R)-(2-methoxyphenyl)[4-(propan-2-yl)phenyl]methyl]pyrrolidine-2-carboxamide